1-cyclopropyl-pyrimidine-2,4,6(1H,3H,5H)-trione C1(CC1)N1C(NC(CC1=O)=O)=O